(1H-pyrrolo[3,2-c]pyridin-4-yl)methanone N1C=CC=2C(=NC=CC21)C=O